methylenetin C=[Sn]